2-(4-chlorophenyl)-4-(naphtho[2,1-b]benzofuran-9-yl)-6-phenyl-1,3,5-triazine ClC1=CC=C(C=C1)C1=NC(=NC(=N1)C1=CC2=C(C3=C(O2)C=CC=2C=CC=CC23)C=C1)C1=CC=CC=C1